(S)-1-METHOXY-N,N-BIS(4-METHOXYBENZYL)PENT-4-ENE-2-SULFONAMIDE COC[C@H](CC=C)S(=O)(=O)N(CC1=CC=C(C=C1)OC)CC1=CC=C(C=C1)OC